(1R,5S)-tert-butyl-3-(8-fluoro-7-(3-fluoro-2-methylphenyl)-2-((hexahydro-1H-pyrrolizin-7a-yl)methoxy)pyrido[4,3-d]pyrimidin-4-yl)-3,8-diazabicyclo[3.2.1]octane C(C)(C)(C)[C@@]12CN(C[C@H](CC1)N2)C=2C1=C(N=C(N2)OCC23CCCN3CCC2)C(=C(N=C1)C1=C(C(=CC=C1)F)C)F